6-phenyl-1,12-dodecanedicarboxylic acid C1(=CC=CC=C1)C(CCCCCC(=O)O)CCCCCCC(=O)O